O\C=C/1\[C@H](C2C3CCC=4C=CC=CC4C3CC[C@@]2(C1=O)C)CCC(=O)NC=1C(NC=2CCCCC2C1)=O 3-((13S,15S,Z)-16-(hydroxymethylene)-13-methyl-17-oxo-7,8,9,11,12,13,14,15,16,17-decahydro-6H-cyclopenta[a]phenanthren-15-yl)-N-(2-oxo-1,2,5,6,7,8-hexahydroquinolin-3-yl)propanamide